N-[[(3S)-2-oxopyrrolidin-3-yl]methyl]carbamate O=C1NCC[C@H]1CNC([O-])=O